1-amino-3,6-dimethyl-4,5-diphenyl-2(1H)-pyridinone NN1C(C(=C(C(=C1C)C1=CC=CC=C1)C1=CC=CC=C1)C)=O